4-((1-(2-fluoroisonicotinoyl)piperidin-4-yl)amino)cyclohex-1-en FC=1C=C(C(=O)N2CCC(CC2)NC2CC=CCC2)C=CN1